S1C(=NN=C1)C=1C=C2C=C(N=CC2=CC1)NC(C1=CC(=NC=C1)N1CCN(CC1)C(C)C)=O N-(6-(1,3,4-Thiadiazol-2-yl)isoquinolin-3-yl)-2-(4-isopropylpiperazin-1-yl)Isonicotinamide